5-(2-acryloyl-2,6-diazaspiro[3.4]octan-6-yl)-3-(5-methyl-1H-indazol-4-yl)-2-phenylisonicotinonitrile C(C=C)(=O)N1CC2(C1)CN(CC2)C2=CN=C(C(=C2C#N)C2=C1C=NNC1=CC=C2C)C2=CC=CC=C2